S(=O)(=O)(O[C@@H]1CC[C@H]2[C@@H]3CCC4=CC(CC[C@@]4([C@H]3CC[C@]12C)C)=O)O [(8R,9S,10R,13S,14S,17R)-10,13-dimethyl-3-oxo-1,2,6,7,8,9,11,12,14,15,16,17-dodecahydrocyclopenta[a]phenanthren-17-yl] hydrogen sulfate